2-methylpropan-2-yl ({[4-chloro-5-(2-chloro-5-fluorophenyl)-6-[(4-methoxyphenyl)methyl]-7-oxo-6,7-dihydro-5H-pyrrolo[4,3-b]pyridin-2-yl]methyl}amino)methanoate ClC1=C2C(=NC(=C1)CNC(=O)OC(C)(C)C)C(N(C2C2=C(C=CC(=C2)F)Cl)CC2=CC=C(C=C2)OC)=O